(S)-10-cyclopropyl-1-(9H-fluoren-9-yl)-3,6-dioxo-2,9-dioxa-4,7-diazaundecan-11-oate C1(CC1)[C@H](OCNC(CNC(OCC1C2=CC=CC=C2C=2C=CC=CC12)=O)=O)C(=O)[O-]